2-(4-(6-aminopyridin-3-yl)-1H-pyrazol-1-yl)-N,N-dimethylacetamide NC1=CC=C(C=N1)C=1C=NN(C1)CC(=O)N(C)C